ClC1=C(N)C=CC=C1B1OC(C(O1)(C)C)(C)C 2-Chloro-3-(4,4,5,5-tetramethyl-1,3,2-dioxaborolan-2-yl)aniline